BrCCCOC1=CC(=CC=C1)F (3-bromopropyloxy)-3-fluorobenzene